DicumylPeroxid C(C)(C)(C1=CC=CC=C1)OOC(C)(C)C1=CC=CC=C1